4,7-bis[5-[4-(3-ethylheptyl)-2-fluoro-phenyl]-2-thienyl]-5,6-dinitro-2,1,3-benzothiadiazole C(C)C(CCC1=CC(=C(C=C1)C1=CC=C(S1)C1=C(C(=C(C2=NSN=C21)C=2SC(=CC2)C2=C(C=C(C=C2)CCC(CCCC)CC)F)[N+](=O)[O-])[N+](=O)[O-])F)CCCC